tert-Butyl (2-phenylacetoxy)carbamate C1(=CC=CC=C1)CC(=O)ONC(OC(C)(C)C)=O